N1OC(CCO1)C1CCNCCN1C(=O)OC(C)(C)C tert-butyl 7-(2,6-dioxapiperidin-3-yl)-1,4-diazacycloheptane-1-carboxylate